OC1=C(C=CC=C1)CCN ortho-hydroxyphenylethylamine